BrCCC/C=C/C(C(/C=C/C=C)C)C (3E,7E)-11-bromo-5,6-dimethylundeca-1,3,7-triene